Ketoamphetamine O=NC(C)CC1=CC=CC=C1